C(C(C)(C)C)(=O)OCN1N=NC(=C1)C1(CN(CC1)C=1OC(=NN1)C=1C=NC(=NC1)NC1CC2=CC=CC=C2C1)C (4-(1-(5-(2-((2,3-dihydro-1H-inden-2-yl)amino)pyrimidin-5-yl)-1,3,4-oxadiazol-2-yl)-3-methylpyrrolidin-3-yl)-1H-1,2,3-triazol-1-yl)methyl pivalate